FC1=C(C(=CC(=C1)[N+](=O)[O-])F)N1CCC(CC1)(O)COC1=C2CCC(NC2=C(C=C1)F)=O 5-((1-(2,6-difluoro-4-nitrophenyl)-4-hydroxypiperidin-4-yl)methoxy)-8-fluoro-3,4-dihydroquinolin-2(1H)-one